tert-butyl (R)-(1-(4-bromo-3-chloro-2-methylphenyl)ethyl)carbamate BrC1=C(C(=C(C=C1)[C@@H](C)NC(OC(C)(C)C)=O)C)Cl